ClC=1C=C2C=CN=C(C2=C(C1)C)N(C(C1=CC=C(C=C1)C1=NC(=NO1)C)=O)[C@H]1CNCCC1 (R)-N-(6-chloro-8-methylisoquinolin-1-yl)-4-(3-methyl-1,2,4-oxadiazol-5-yl)-N-(piperidin-3-yl)benzamide